C(O)(O)=O.CC(CO)(C)O 2-Methyl-1,2-propandiol Carbonat